N-(1-(4-chlorophenyl)cyclopropyl)pivaloyl-amide ClC1=CC=C(C=C1)C1(CC1)[N-]C(C(C)(C)C)=O